(4-(4-((1r,3r,5r,7r)-adamantan-2-yl)butyl)piperazin-1-yl)(5-(4-chlorophenyl)-1-(2,4-dichlorophenyl)-4-methyl-1H-pyrazol-3-yl)methanone C12C(C3CC(CC(C1)C3)C2)CCCCN2CCN(CC2)C(=O)C2=NN(C(=C2C)C2=CC=C(C=C2)Cl)C2=C(C=C(C=C2)Cl)Cl